ClC=1C=C2C=NC(=NC2=CC1N1CCNCC1)NC=1C=NN(C1Cl)C1(CC1)C 6-chloro-N-(5-chloro-1-(1-methylcyclopropyl)-1H-pyrazol-4-yl)-7-(piperazin-1-yl)quinazolin-2-amine